NC1=C2C(=NC=N1)N(N=C2C2=CC=C(C=C2)OC2=C(C(=CC=C2)F)F)C[C@@H]2N(CCC2)C(=O)C(C#N)=CC2CC2 (R)-2-(2-((4-amino-3-(4-(2,3-difluorophenoxy)phenyl)-1H-pyrazolo[3,4-d]pyrimidin-1-yl)methyl)pyrrolidine-1-carbonyl)-3-cyclopropylacrylonitrile